5-chloro-4-(3-(3-chlorophenyl)-1H-pyrrolo[2,3-b]pyridin-1-yl)-2-fluoro-N-(methylsulfonyl)benzamide ClC=1C(=CC(=C(C(=O)NS(=O)(=O)C)C1)F)N1C=C(C=2C1=NC=CC2)C2=CC(=CC=C2)Cl